(3R)-4-chlorobutane-1,3-diol ClC[C@@H](CCO)O